2-(benzo[d]oxazol-2-ylamino)-N-(2,3-dihydroxypropyl)-1-methyl-1H-benzo[d]-imidazole-5-carboxamide O1C(=NC2=C1C=CC=C2)NC2=NC1=C(N2C)C=CC(=C1)C(=O)NCC(CO)O